CS(=O)(=O)N1C2CN(CC1CC2)S(=O)(=O)N 8-(methylsulfonyl)-3,8-diazabicyclo[3.2.1]octane-3-sulfonamide